NCC(CN1N=NN(C1=O)C=1SC=C(C1)C=1C=NN(C1)CC)=C(F)F 1-[2-(aminomethyl)-3,3-difluoro-allyl]-4-[4-(1-ethylpyrazol-4-yl)-2-thienyl]tetrazol-5-one